Benzyl (2R)-3-[4-(4-fluorophenyl)phenyl]-2-hydroxypropanoate FC1=CC=C(C=C1)C1=CC=C(C=C1)C[C@H](C(=O)OCC1=CC=CC=C1)O